1-(4-acryloylpiperazin-1-yl)-8-(5-methyl-1H-indazol-4-yl)-6,7-dihydropyrido[3,2,1-ij]quinolin-3(5H)-one C(C=C)(=O)N1CCN(CC1)C1=CC(N2C3=C(C(=CC=C13)C1=C3C=NNC3=CC=C1C)CCC2)=O